(2S)-1-tert-butoxycarbonyl-4-(9H-fluoren-9-ylmethoxycarbonyl)piperazine-2-carboxylic acid C(C)(C)(C)OC(=O)N1[C@@H](CN(CC1)C(=O)OCC1C2=CC=CC=C2C=2C=CC=CC12)C(=O)O